3,5-difluoro-2-(1-(2,2,2-trifluoroethyl)piperidin-4-yl)isonicotinic acid FC1=C(C(=O)O)C(=CN=C1C1CCN(CC1)CC(F)(F)F)F